docosa-11-eneamide C(CCCCCCCCCC=CCCCCCCCCCC)(=O)N